OC=1C=C2C=CC(=CC2=CC1)[C@@H](C(=O)OC(C)(C)C)C tert-butyl (S)-2-(6-hydroxynaphthalen-2-yl)propanoate